1-({5-[5-(difluoromethyl)-1,3,4-oxadiazol-2-yl]-1,3-thiazol-2-yl}methyl)-3-methyl-1H,2H,3H,4H,5H-pyrido[3,4-b]azepin-2-one FC(C1=NN=C(O1)C1=CN=C(S1)CN1C2=C(CCC(C1=O)C)C=CN=C2)F